C(C1=CC=CC=C1)OC=1C(=C(C2=CC=C(C=C2C1)\C=C\CO)F)N1CC(NS1(=O)=O)=O 5-[3-benzyloxy-1-fluoro-6-[(E)-3-hydroxyprop-1-enyl]-2-naphthyl]-1,1-dioxo-1,2,5-thiadiazolidin-3-one